BrC=1C=CC(=NC1)CC(C)O 1-(5-bromopyridin-2-yl)propan-2-ol